((3r,4r,6r)-2-((4'-(diphenylamino)-4-formyl-[1,1'-biphenyl]-3-yl)oxy)-4,5-dihydroxy-6-(hydroxymethyl)tetrahydro-2H-pyran-3-yl)acetamide C1(=CC=CC=C1)N(C1=CC=C(C=C1)C1=CC(=C(C=C1)C=O)OC1O[C@@H](C([C@@H]([C@H]1CC(=O)N)O)O)CO)C1=CC=CC=C1